C(C)OC1=CC=C(C=C1)C1=CC(=C2C(=N1)C=NN2C(C)C)N[C@H]2COCC2 5-(4-ethoxyphenyl)-1-isopropyl-N-[(3R)-tetrahydrofuran-3-yl]pyrazolo[4,3-b]pyridin-7-amine